7-(tert-butyl)-8-(methoxymethoxy)-1,2,3,4-tetrahydrodibenzo[b,d]furan C(C)(C)(C)C1=CC2=C(C3=C(O2)CCCC3)C=C1OCOC